(R)-N-(3-(3'-chloro-6-methoxy-5-((((5-oxopyrrolidin-2-yl)methyl)amino)methyl)-[2,4'-bipyridin]-2'-yl)-2-methylphenyl)-5-(((2-methoxyethyl)amino)methyl)picolinamide ClC=1C(=NC=CC1C1=NC(=C(C=C1)CNC[C@@H]1NC(CC1)=O)OC)C=1C(=C(C=CC1)NC(C1=NC=C(C=C1)CNCCOC)=O)C